ClC1=CC(=C(C=C1OCC(C1=C(C=C(C=C1)F)F)=O)N1C(C=2CCCCC2C1=O)=O)F 2-(4-chloro-2-fluoro-5-(2-oxo-2-(2,4-difluorophenyl)ethoxy)phenyl)-4,5,6,7-tetrahydro-1H-isoindole-1,3(2H)-dione